butyldimethyl-silylimidazole C(CCC)[SiH2]C=1NC(=C(N1)C)C